C(CC)OC(C#CC)(O)O propoxybutynediol